C(C1=CC=CC=C1)OC(=O)NC1=NN(C(=C1)[C@@H]1C[C@@H](CC1)OC(=O)NCCCCCCN1N=CC=C1C(=O)OCC)C(C)(C)C ethyl 1-(6-(((((1R,3S)-3-(3-(((benzyloxy) carbonyl) amino)-1-(tert-butyl)-1H-pyrazol-5-yl) cyclopentyl) oxy) carbonyl) amino) hexyl)-1H-pyrazole-5-carboxylate